3-bromo-6-fluoro-1,4-dimethylquinolin-2(1H)-one BrC=1C(N(C2=CC=C(C=C2C1C)F)C)=O